[Na].[Na].[Na].[Na].NC=1N=CSC1CC 4-amino-5-ethyl-thiazole sodium trisodium salt